3-((1,3-bis(((9Z,12Z)-octadeca-9,12-dienoyl)oxy)-2-((((9Z,12Z)-octadeca-9,12-dienoyl)oxy)methyl)propan-2-yl)amino)propanoic acid C(CCCCCCC\C=C/C\C=C/CCCCC)(=O)OCC(COC(CCCCCCC\C=C/C\C=C/CCCCC)=O)(COC(CCCCCCC\C=C/C\C=C/CCCCC)=O)NCCC(=O)O